tert-butyl 4-[(4-{[3-(dimethylamino)propyl]amino}quinazolin-2-yl)methyl]piperazine-1-carboxylate CN(CCCNC1=NC(=NC2=CC=CC=C12)CN1CCN(CC1)C(=O)OC(C)(C)C)C